FC(C[C@@H](C(=O)NC1=NC=CC(=C1)C1=C(C=2C(NC=CC2N1)=O)C1=CC=CC=C1)C1=CC=C(C=C1)F)F (2R)-4,4-difluoro-2-(4-fluorophenyl)-N-[4-(4-oxo-3-phenyl-4,5-dihydro-1H-pyrrolo[3,2-c]pyridin-2-yl)pyridin-2-yl]butanamide